{4-[(5,6-diphenylpyrazin-2-yl) (prop-2-yl) amino] butoxy} acetate C(C)(=O)OOCCCCN(C(C)C)C1=NC(=C(N=C1)C1=CC=CC=C1)C1=CC=CC=C1